C(C)(C)(C)OC(=O)N(C(=O)OC(C)(C)C)[C@H](C)C1=C(C=CC(=C1)Cl)C=O.ClC1=CC(=C(C=C1)N1C([C@H](N(C(C1)=O)CC1=CC=C(C=C1)C(F)(F)F)C)=O)F (R)-1-(4-chloro-2-fluorophenyl)-3-methyl-4-(4-(trifluoromethyl)benzyl)piperazine-2,5-dione Di-tert-butyl-[(1R)-1-(5-chloro-2-formylphenyl)ethyl]imidodicarbonate